(3-(benzo[c][1,2,5]oxadiazol-5-yl)-4-methoxyphenyl)boronic acid N=1ON=C2C1C=CC(=C2)C=2C=C(C=CC2OC)B(O)O